bis-neodecanoic acid platinum (II) [Pt+2].C(CCCCCC(C)(C)C)(=O)O.C(CCCCCC(C)(C)C)(=O)O